5-(2-(8-formyl-7-hydroxy-6-methoxy-4-methyl-2-oxo-2H-chromen-3-yl)acetamido)nicotinic acid C(=O)C=1C(=C(C=C2C(=C(C(OC12)=O)CC(=O)NC=1C=NC=C(C(=O)O)C1)C)OC)O